4-methyl-9,10-bis[2-carboxy(4-cyclohexenyl)]carbonyloxyanthracene CC1=CC=CC2=C(C3=CC=CC=C3C(=C12)OC(=O)C1C(CC=CC1)C(=O)O)OC(=O)C1C(CC=CC1)C(=O)O